CC1(CCC2=C1N=C(S2)NC(=O)C=2N(C=CC2)CC2=CC=NC=C2)C N-(4,4-dimethyl-5,6-dihydro-4H-cyclopenta[d]thiazol-2-yl)-1-(pyridin-4-ylmethyl)-1H-pyrrole-2-carboxamide